tert-butyl 3-[6-[5-[tert-butoxycarbonyl(ethyl)amino]pyrazolo[1,5-a]pyridin-3-yl]-2-pyridyl]piperidine-1-carboxylate C(C)(C)(C)OC(=O)N(C1=CC=2N(C=C1)N=CC2C2=CC=CC(=N2)C2CN(CCC2)C(=O)OC(C)(C)C)CC